5-hexyloxycarbonyl-thiophene-2-carbaldehyde C(CCCCC)OC(=O)C1=CC=C(S1)C=O